C(OCC1C2C=CC(C1)C2)(OCC2C1C=CC(C2)C1)=O bis(bicyclo[2.2.1]hept-5-en-2-ylmethyl) carbonate